C1(=CC=CC=C1)NC(=S)N1CCOCC1 N-phenylmorpholin-4-carbothioamide